1-(3,3-difluoro-2-(thiophen-3-yl)allyl)hydrazine-1-carboxylic acid tert-butyl ester C(C)(C)(C)OC(=O)N(N)CC(=C(F)F)C1=CSC=C1